N-(4-((6-amino-5-chloropyrimidin-4-yl)oxy)-2-fluorophenyl)-1-(4-fluorophenyl)-2-oxo-1,2-dihydropyridine-3-carboxamide NC1=C(C(=NC=N1)OC1=CC(=C(C=C1)NC(=O)C=1C(N(C=CC1)C1=CC=C(C=C1)F)=O)F)Cl